S1C(=NC2=C1CCC2)[C@H](CC2=CC=C(C=C2)NS(=O)(=O)O)NC([C@H](CC2=CC=CC=C2)C(=O)OC)=O 4-{(S)-2-(5,6-dihydro-4H-cyclopenta[d]thiazol-2-yl)-2-[(S)-2-(methoxy-carbonyl)-3-phenylpropionylamino]ethyl}phenylaminosulfonic acid